NC=1C=2N(C=CN1)C(=NC2C2=CC=C(C(=O)NC1=NC=CC=C1)C=C2)C2N(CCCCC2)C(\C=C\COC)=O (E)-4-(8-amino-3-(1-(4-methoxybut-2-enoyl)azepan-2-yl)imidazo[1,5-a]pyrazin-1-yl)-N-(pyridin-2-yl)benzamide